[Ge]=[Te].[Na] sodium germanium telluride